(6s,7s)-6-(3-bromo-2-fluorobenzyl)-7-((difluoromethyl)sulfonylamino)-5-azaspiro[2.4]heptane-5-carboxylic acid tert-butyl ester C(C)(C)(C)OC(=O)N1CC2(CC2)[C@@H]([C@@H]1CC1=C(C(=CC=C1)Br)F)NS(=O)(=O)C(F)F